CC=1C=C(C=C(C1)C)N(C(=O)C=1C=CC=2N(C1)C(=CN2)C=2C=CC(=NC2)NC(OC)=O)CC methyl N-[5-[6-[(3,5-dimethylphenyl)-ethyl-carbamoyl]imidazo[1,2-a]pyridin-3-yl]-2-pyridyl]carbamate